CYCLOHEXANE-1-ONE C1(CCCCC1)=O